C(C)(C)(C)OC(=O)N1CCC(CC1)CNC=1C=2N(C=C(N1)C1=CC=NC=C1)C=C(N2)C(NCCOC)=O 4-{[2-(2-Methoxy-ethylcarbamoyl)-6-pyridin-4-yl-imidazo[1,2-a]pyrazin-8-ylamino]-methyl}-piperidine-1-carboxylic acid tert-butyl ester